[(3S)-1,1,3-trimethyl-2,3-dihydro-1H-inden-4-yl]-1H-pyrazole-4-carboxamide CC1(C[C@@H](C2=C(C=CC=C12)N1N=CC(=C1)C(=O)N)C)C